4-bromo-N,3-dimethyl-2-nitro-6-(trifluoromethyl)aniline BrC1=C(C(=C(NC)C(=C1)C(F)(F)F)[N+](=O)[O-])C